2-Phenylacetonitrile C1(=CC=CC=C1)CC#N